3-((((3R,5R)-3-butyl-3-ethyl-7-(methyloxy)-1,1-dioxo-5-phenyl-2,3,4,5-tetrahydro-1,4-benzothiazepin-8-yl)methyl)amino)glutaric acid C(CCC)[C@@]1(CS(C2=C([C@H](N1)C1=CC=CC=C1)C=C(C(=C2)CNC(CC(=O)O)CC(=O)O)OC)(=O)=O)CC